2-ethyl ((R or S)-((((1S,4R)-4-(2-amino-6-oxo-1,6-dihydro-9H-purin-9-yl)-1-ethylcyclopent-2-en-1-yl) oxy) methyl) (phenoxy)phosphoryl)-L-alaninate NC=1NC(C=2N=CN(C2N1)[C@H]1C=C[C@@](C1)(CC)OC[P@@](=O)(OC1=CC=CC=C1)N[C@@H](C)C(=O)OCC)=O |o1:19|